phenylethylhydantoin C1(=CC=CC=C1)CCN1C(=O)NC(=O)C1